OC1=C(C=CC=C1O)C[N+](CCCP(O)([O-])=O)(C)C Hydrogen (3-{[(2,3-dihydroxyphenyl)methyl](dimethyl)azaniumyl}propyl)phosphonate